2-(3-Cyano-phenyl)-5-trifluoromethyl-2H-pyrazole-3-carboxylic acid {3-[hydroxy-(2-methoxy-naphthalen-1-yl)-methyl]-phenyl}-amide OC(C=1C=C(C=CC1)NC(=O)C=1N(N=C(C1)C(F)(F)F)C1=CC(=CC=C1)C#N)C1=C(C=CC2=CC=CC=C12)OC